CC1=NOC(=C1I)C 3,5-dimethyl-4-iodoisoxazole